BrC1=C(C(=O)NC)C=CC=C1 2-bromo-N-methyl-benzamide